5-chloro-N-(4-phenylbutyl)furan-2-carboxamide ClC1=CC=C(O1)C(=O)NCCCCC1=CC=CC=C1